5-fluoro-1,3-dihydrospiro[indene-2,4'-piperidine]-6-carbonitrile FC=1C=C2CC3(CCNCC3)CC2=CC1C#N